2-((5-(2-(4-chloro-2-fluorophenyl)-2-methylbenzo[d][1,3]dioxol-4-yl)pyridin-2-yl)methyl)-1-(((S)-oxetan-2-yl)methyl)-1H-benzo[d]imidazole-6-carboxylic acid ClC1=CC(=C(C=C1)C1(OC2=C(O1)C=CC=C2C=2C=CC(=NC2)CC2=NC1=C(N2C[C@H]2OCC2)C=C(C=C1)C(=O)O)C)F